N-[1-[1-[6-[(5-chloro-2-fluoro-phenyl)methoxy]-5-cyano-2-(difluoromethyl)pyridine-3-carbonyl]-4-piperidyl]-cyclopropyl]acetamide ClC=1C=CC(=C(C1)COC1=C(C=C(C(=N1)C(F)F)C(=O)N1CCC(CC1)C1(CC1)NC(C)=O)C#N)F